3-({[(4R)-7-[(4-ethoxyphenyl)(methyl)amino]-3,4-dihydro-2H-1-benzopyran-4-yl]methyl}amino)pyridine-4-carboxylic acid C(C)OC1=CC=C(C=C1)N(C1=CC2=C([C@@H](CCO2)CNC=2C=NC=CC2C(=O)O)C=C1)C